C(C1=CC=CC=C1)N(C(CCl)=O)C(CO)(C)C N-benzyl-2-chloro-N-(2-hydroxy-1,1-dimethyl-ethyl)acetamide